COC1CCC(CC1)C=O (1S,4S)-4-methoxycyclohexanecarboxaldehyde